4-nitrobenzoyl-hydroxylamine trifluoromethanesulfonate FC(S(=O)(=O)O)(F)F.[N+](=O)([O-])C1=CC=C(C(=O)NO)C=C1